(1s,4s)-4-((2-chloro-5-((4-(morpholinomethyl)phenyl)ethynyl)pyridin-4-yl)amino)cyclohexan-1-ol ClC1=NC=C(C(=C1)NC1CCC(CC1)O)C#CC1=CC=C(C=C1)CN1CCOCC1